BrC1=C(NC(C)C=2C=C(C=C3C(=C(C(=NC23)N2CCOCC2)C)C#N)C)C=CC(=C1F)F 8-[1-(2-bromo-3,4-difluoro-anilino)ethyl]-3,6-dimethyl-2-morpholino-quinoline-4-carbonitrile